5-bromo-2-methyl-1-((2-(trimethylsilyl)ethoxy)methyl)-1,2-dihydro-3H-pyrazolo[3,4-b]pyridin-3-one BrC=1C=C2C(=NC1)N(N(C2=O)C)COCC[Si](C)(C)C